BrC1=CC=C(\C=N\[S@](=O)C(C)(C)C)C=C1 (R,E)-N-(4-bromobenzylidene)-2-methylpropane-2-sulfinamide